BrC1=C(N)C(=CC(=C1)C(C(F)(F)F)(C(F)(F)F)F)Br 2,6-dibromo-4-(heptafluoropropan-2-yl)aniline